N-methyl-N-vinyldecylamide C[N-]CCCCCCCCCCC=C